ClC1=CC=C(C=C1)[C@@H](NC(=O)[C@@H]1CNC(O1)=O)C=1N=C(OC1)C(F)(F)F (S)-N-((R)-(4-chlorophenyl)(2-(trifluoromethyl)oxazol-4-yl)methyl)-2-oxo-oxazolidine-5-carboxamide